FC(C(CCCN(C)CCOC)N1CC(C1)C1=CC(=C2C=NN(C2=C1)C)C1=C(C=C(C=C1)F)C(=O)N1[C@@H](COCC1)C)(C)C {5-Fluoro-4-[3-(4-{4-fluoro-2-[(3R)-3-methylmorpholine-4-carbonyl]phenyl}-1-methyl-1H-indazol-6-yl)azetidin-1-yl]-5-methylhexyl}(2-methoxyethyl)methylamine